O.C(/C1=CC=CC=C1)=C/1\C(N\C(\C(N1)=O)=C/C=1N=CNC1C(C)(C)C)=O (3Z,6Z)-3-benzylidene-6-[(5-tert-butyl-1H-imidazole-4-yl)methylene]piperazine-2,5-dione monohydrate